N-(4-(4-fluorophenylethyl)thiophenyl)-2-(4-hydroxy-3-(methylsulfonyl)phenyl)acetamide FC1=CC=C(C=C1)CCSC1=CC=C(C=C1)NC(CC1=CC(=C(C=C1)O)S(=O)(=O)C)=O